N-(2-methylpentane-2-yl)cyclohexane-1,2-diamine CC(C)(CCC)NC1C(CCCC1)N